C(CCCC)OCCOCCO Diethylenglycol monopentyl ether